biphenyl-4-yl-(4-phenanthrene-9-yl-phenyl)-[1,1':4',1'':2'',1''':4''',1'''']quinquephenyl-4''-yl-amine C1(=CC=C(C=C1)N(C=1C=C(C(=CC1)C1=CC=C(C=C1)C1=CC=CC=C1)C1=CC=C(C=C1)C1=CC=CC=C1)C1=CC=C(C=C1)C=1C2=CC=CC=C2C=2C=CC=CC2C1)C1=CC=CC=C1